N1(N=CC=C1)C1=CC=C(O[C@H]2C[C@H](N(C2)C2=CC=C(C(=O)N[C@@H](CC#N)C3=CC=C(C=C3)S(=O)(=O)CC)C=C2)COC(F)F)C=C1 4-((2S,4S)-4-(4-(1H-pyrazol-1-yl)phenoxy)-2-((difluoromethoxy)methyl)pyrrolidin-1-yl)-N-((S)-2-cyano-1-(4-(ethylsulfonyl)phenyl)ethyl)benzamide